NC1=CC(C(NC1=NC=1C(=NN2C1C=CC(=C2C)C)OCCCN2CCCC2)=NC=2C(=NN1C2C=CC(=C1C)C)OCCCN1CCCC1)=N N,N'-(5-amino-3-iminopyridine-2,6(1H,3H)-diylidene)bis{6,7-dimethyl-2-[3-(pyrrolidin-1-yl)propoxy]pyrazolo[1,5-a]pyridin-3-amine}